[BH4-].C(C1=CC=CC=C1)[N+](C)(C)C benzyltrimethylammonium boron tetrahydride